CC1(OC[C@@H](O1)CO)C (S)-(+)-1,2-Isopropylideneglycerol